Naphthalene-2-ol Trifluoroacetate FC(C(=O)O)(F)F.C1=C(C=CC2=CC=CC=C12)O